4-(pentafluoro-λ6-sulfanyl)-N-[trans-4-[4-(3-methyl-2H-indazol-5-yl)benzenesulfonyl]cyclohexyl]aniline FS(C1=CC=C(N[C@@H]2CC[C@H](CC2)S(=O)(=O)C2=CC=C(C=C2)C2=CC3=C(NN=C3C=C2)C)C=C1)(F)(F)(F)F